ethyl 4-isopropyl-3-oxo-1-azabicyclo[2.2.2]octane-2-carboxylate C(C)(C)C12C(C(N(CC1)CC2)C(=O)OCC)=O